C(C=CCCCCCCCCCCCCCCCCC)(=O)[O-] icosenate